2-(4-methylpiperazin-1-yl)-N-(2,3,4,9-tetrahydro-1H-carbazol-1-yl)acetamide CN1CCN(CC1)CC(=O)NC1CCCC=2C3=CC=CC=C3NC12